CN1N=CC(NC1=O)=O 2-methyl-1,2,4-triazine-3,5-dione